(2R,3S)-3-((5-fluoro-2-(2-methoxy-7-methylquinoxalin-5-yl)benzo[d]thiazol-6-yl)oxy)butan-2-yl (2-(((1-hydroxycyclobutyl)methyl)carbamoyl)pyrimidin-5-yl)carbamate OC1(CCC1)CNC(=O)C1=NC=C(C=N1)NC(O[C@H](C)[C@H](C)OC1=CC2=C(N=C(S2)C2=C3N=CC(=NC3=CC(=C2)C)OC)C=C1F)=O